O=C([C@@H](C1=CC=CC=C1)N1C(CCC1=O)=O)N1CCN(CC1)C1=CC(=CC=C1)OC(F)(F)F (R)-1-(2-Oxo-1-Phenyl-2-(4-(3-(Trifluoromethoxy)Phenyl)Piperazin-1-yl)Ethyl)Pyrrolidine-2,5-Dione